2-[(4-fluoro-5-iodo-3-pyridazin-4-yl-pyrazol-1-yl)methoxy]ethyl-trimethyl-silane FC=1C(=NN(C1I)COCC[Si](C)(C)C)C1=CN=NC=C1